CN1C(=C(C=C1C1=C(C=CC(=C1)[N+](=O)[O-])C(=O)N1CC2=CC=CC=C2C[C@H]1CN1CCOCC1)C(=O)NC1=CC=C(C=C1)OCOCC[Si](C)(C)C)C 1,2-dimethyl-5-(2-{[(3S)-3-(morpholin-4-ylmethyl)-3,4-dihydroisoquinolin-2(1H)-yl]carbonyl}-5-nitrophenyl)-N-(4-{[2-(trimethylsilyl)ethoxy]methoxy}phenyl)-1H-pyrrole-3-carboxamide